(2S)-3-(5-bromopyridin-3-yl)-2-[9H-fluorene-9-yl-methoxycarbonylamino]propanoic acid BrC=1C=C(C=NC1)C[C@@H](C(=O)O)N(C(=O)OC)C1C2=CC=CC=C2C=2C=CC=CC12